2,2-dimethoxy-6,10,14-trimethylpentadeca-5-ene COC(C)(CCC=C(CCCC(CCCC(C)C)C)C)OC